CN1C(=CCC=C1)C=1N(C=CCC1)C 1,1'-Dimethyl-4,4'-dihydrobipyridine